NC1CC(CCC1)NC(=O)C1=NNC2=C(C(=CC=C12)C1=C(C(=CC=C1F)NS(=O)(=O)C=1C(=NC=C(C1)Cl)OC)F)F N-(3-Aminocyclohexyl)-6-[3-(5-chloro-2-methoxypyridine-3-sulfonamido)-2,6-difluorophenyl]-7-fluoro-1H-indazole-3-carboxamide